2-[(S)-(tert-Butoxycarbonylamino)(4,4-difluorocyclohexyl)methyl]Imidazo-[1,2-b]Pyridazine C(C)(C)(C)OC(=O)N[C@H](C=1N=C2N(N=CC=C2)C1)C1CCC(CC1)(F)F